γ-chloropropyl-methyldimethoxysilane ClCCC[Si](OC)(OC)C